O1CCC(CC1)C(=O)ON1C[C@@H](CC1)OC1CCCCC1.[Li] lithium 4-[(3R)-3-(cyclohexyloxy) pyrrolidin-1-yl] tetrahydropyran-4-carboxylate